lithium dimethyl-vinyl-silanol C[Si](O)(C=C)C.[Li]